CSC1=CC=C(\C=C/2\C(C3=CC=CN3C2)=O)C=C1 (E)-2-(4-methylmercaptobenzylidene)-2,3-dihydropyrrolizin-1-one